N-acrylyltryptophan C(C=C)(=O)N[C@@H](CC1=CNC2=CC=CC=C12)C(=O)O